FC=1C(=NC(=C(C1B1OC(C(O1)(C)C)(C)C)C(F)(F)F)C)N 3-fluoro-6-methyl-4-(4,4,5,5-tetramethyl-1,3,2-dioxaborolan-2-yl)-5-(trifluoromethyl)pyridin-2-amine